(3R,4S)-3-fluoro-4-(4-(methoxycarbonyl)phenyl)piperidine-1-carboxylate F[C@H]1CN(CC[C@H]1C1=CC=C(C=C1)C(=O)OC)C(=O)[O-]